methyl (2R)-4-[6-[3-(5-chloro-2,4-difluoro-phenyl)-1H-pyrazol-4-yl]-1,5-naphthyridin-3-yl]piperazine-2-carboxylate ClC=1C(=CC(=C(C1)C1=NNC=C1C=1N=C2C=C(C=NC2=CC1)N1C[C@@H](NCC1)C(=O)OC)F)F